ClC1=CC(=C(C=C1)C1OC2=CC=CC(=C2CC1)C1CCN(CC1)CC1=NC=2C(=NC(=CC2)C(=O)O)N1C[C@H]1OCC1)F 2-((4-(2-(4-chloro-2-fluorophenyl)chroman-5-yl)piperidin-1-yl)methyl)-3-(((S)-oxetan-2-yl)methyl)-3H-imidazo[4,5-b]pyridine-5-carboxylic acid